N,N-dimethyl-4-(5-(methylsulfonyl)-1,2,4-thiadiazol-3-yl)benzamide CN(C(C1=CC=C(C=C1)C1=NSC(=N1)S(=O)(=O)C)=O)C